2-(1-isopropyl-1H-pyrazol-4-yl)cyclopropan-1-amine Hydrochloride Cl.C(C)(C)N1N=CC(=C1)C1C(C1)N